(S)-4-(2-amino-2-phenylacetylamino)-2-fluorobenzoic acid tert-butyl ester C(C)(C)(C)OC(C1=C(C=C(C=C1)NC([C@H](C1=CC=CC=C1)N)=O)F)=O